(E)-4-(3-((3-fluorobenzyl) amino)-3-oxoprop-1-en-1-yl)-2-methoxyphenyl isobutyrate C(C(C)C)(=O)OC1=C(C=C(C=C1)\C=C\C(=O)NCC1=CC(=CC=C1)F)OC